ClC=1C=C(C=2N(N1)C=CN2)[C@@H]2[C@H](C2)B(O)O [(1S,2S)-2-(6-chloroimidazo[1,2-b]pyridazin-8-yl)cyclopropyl]boronic acid